C1(CCCC1)CN1C(N(C(C(=C1)C(=O)OCC)=O)C1=CC=C(C=C1)F)=O ethyl 1-(cyclopentylmethyl)-3-(4-fluorophenyl)-2,4-dioxo-1,2,3,4-tetrahydropyrimidine-5-carboxylate